C(C)(C)(C)OC(=O)N1CCN(CC1)C1=CC=C(C=C1)C1=NC(=C(N=C1F)N)C=1C=C2CCNC(C2=CC1F)=O 4-(4-(5-amino-3-fluoro-6-(7-fluoro-1-oxo-1,2,3,4-tetrahydroisoquinolin-6-yl)pyrazin-2-yl)phenyl)piperazine-1-carboxylic acid tert-butyl ester